3-methylcyclohexylmethyl mercaptan CC1CC(CCC1)CS